6-(2,4-dimethylpyrazol-3-yl)-N-[2-[2-(3-phenylpropyl)-3,3a,4,5,6,6a-hexahydro-1H-cyclopenta[c]pyrrol-4-yl]ethyl]pyridazin-3-amine CN1N=CC(=C1C1=CC=C(N=N1)NCCC1CCC2CN(CC21)CCCC2=CC=CC=C2)C